4-(4-amino-6-iodo-7-methyl-7H-pyrrolo[2,3-d]pyrimidin-5-yl)-2-fluorophenylpyrrolidine-1-carboxylate NC=1C2=C(N=CN1)N(C(=C2C2=CC(=C(C=C2)OC(=O)N2CCCC2)F)I)C